(S)-tert-butyl 2,4-dimethyl-3-oxo-1-oxa-4,9-diazaspiro[5.5]undecane-9-carboxylate C[C@@H]1OC2(CN(C1=O)C)CCN(CC2)C(=O)OC(C)(C)C